3-(5-(((S)-1-((1-(2,4-Dimethoxybenzyl)-1,2,3,4-tetrahydroquinolin-6-yl)methyl)pyrrolidin-3-yl)oxy)-1-oxoisoindolin-2-yl)piperidine-2,6-dione COC1=C(CN2CCCC3=CC(=CC=C23)CN2C[C@H](CC2)OC=2C=C3CN(C(C3=CC2)=O)C2C(NC(CC2)=O)=O)C=CC(=C1)OC